iron-manganese hydrogen phosphate P(=O)(O)([O-])[O-].[Mn+2].[Fe+2].P(=O)(O)([O-])[O-]